CN(C)C(=O)OC1=CC(=CC=C1)N(C)C m-dimethylaminophenyl N,N-dimethylaminocarboxylate